ClC=1C(=NC(=NC1)NC1=CC(=C(C(=O)O)C=C1OC)F)NC1=C(C=CC=C1)N(CC)CC 4-(5-Chloro-4-(2-(diethylamino)phenylamino)pyrimidin-2-ylamino)-2-fluoro-5-methoxybenzoic acid